C(#N)N1C[C@]2(CC2C1)NC(=O)C1=NNC(=C1)C1=C(C=NC=C1)SC1=CC=CC=C1 N-((1R)-3-Cyano-3-azabicyclo[3.1.0]hexan-1-yl)-5-(3-(phenylthio)pyridin-4-yl)-1H-pyrazol-3-carboxamid